5-Amino-2-chloro-pyridin-4-ol NC=1C(=CC(=NC1)Cl)O